4-(4-chlorophenyl)-7,7-dimethyl-4,6,7,8-tetrahydro-2H-chromene-2,5(3H)-dione ClC1=CC=C(C=C1)C1CC(OC=2CC(CC(C12)=O)(C)C)=O